1-methyl-2-oxo-4-{4-[4-(trifluoromethoxy)phenoxy]piperidin-1-yl}-1,2-dihydroquinoline-3,6-dinitrile CN1C(C(=C(C2=CC(=CC=C12)C#N)N1CCC(CC1)OC1=CC=C(C=C1)OC(F)(F)F)C#N)=O